perfluorodecyl-trimethyl-(ethyl)oxysilane FC([Si](OC(C(F)(F)F)(F)F)(C(F)(F)F)C(F)(F)F)(C(C(C(C(C(C(C(C(C(C(F)(F)F)(F)F)(F)F)(F)F)(F)F)(F)F)(F)F)(F)F)(F)F)(F)F)F